C(C)OC(C(=N)NN1C(CCC1=O)C(CC)(F)F)=O 2-[[2-(1,1-difluoropropyl)-5-oxo-pyrrolidin-1-yl]amino]-2-imino-acetic acid ethyl ester